2-((1-(4-(trifluoromethyl)phenyl)-1,2,3,4-tetrahydroquinolin-3-yl)amino)ethane-1-sulfonyl fluoride FC(C1=CC=C(C=C1)N1CC(CC2=CC=CC=C12)NCCS(=O)(=O)F)(F)F